FC(C(=O)O)(F)F.NC(CN(C1=C(C=C(C=C1)NC1=NC=2N(C(=C1)NC1CC1)N=CC2C#N)C[S@](=O)C)C)(C)C |r| (±)-5-((4-((2-Amino-2-methylpropyl)(methyl)amino)-3-((methylsulfinyl)methyl)phenyl)amino)-7-(cyclopropylamino)pyrazolo[1,5-a]pyrimidine-3-carbonitrile monotrifluoroacetic acid salt